C(C)OC(=O)C1=NC(=NC=C1C1=CC(=CC=C1)C1=NOC(=C1)[C@]1(C(N(CC1)C)=O)O)Cl (R)-2-chloro-5-(3-(5-(3-hydroxy-1-methyl-2-oxopyrrolidin-3-yl)isoxazol-3-yl)phenyl)pyrimidine-4-carboxylic acid ethyl ester